FC=1C(=NC=CC1)CN[C@@H]1[C@H](CCCC1)CC=1C=C2CN(C(C2=CC1)=O)C1C(NC(CC1)=O)=O 3-(5-(((1R,2S)-2-(((3-fluoropyridin-2-yl)methyl)amino)cyclohexyl)methyl)-1-oxoisoindolin-2-yl)piperidine-2,6-dione